(S)-1-[2-(Benzo[d]isoxazol-3-yl)phenyl]-2-(6-methoxypyridine-2-yl)ethan-1-amine O1N=C(C2=C1C=CC=C2)C2=C(C=CC=C2)[C@H](CC2=NC(=CC=C2)OC)N